dimethyl ((1R,1'R)-((2S,2'S)-(((9,9-dipropyl-9H-fluorene-2,7-diyl)bis(azanediyl))bis(carbonyl))bis(pyrrolidine-2,1-diyl))bis(2-oxo-1-phenylethane-2,1-diyl))dicarbamate C(CC)C1(C2=CC(=CC=C2C=2C=CC(=CC12)NC(=O)[C@H]1N(CCC1)C([C@@H](C1=CC=CC=C1)NC(OC)=O)=O)NC(=O)[C@H]1N(CCC1)C([C@@H](C1=CC=CC=C1)NC(OC)=O)=O)CCC